7-((Trans)-4-(4-methylpiperazin-1-yl)cyclohexyl)-5-(4-phenoxyphenyl)pyrrolo[2,1-f][1,2,4]triazin-4-amine CN1CCN(CC1)[C@@H]1CC[C@H](CC1)C1=CC(=C2C(=NC=NN21)N)C2=CC=C(C=C2)OC2=CC=CC=C2